1,4-bis(thiobenzoylthiomethyl)benzene C(C1=CC=CC=C1)(=S)SCC1=CC=C(C=C1)CSC(C1=CC=CC=C1)=S